COC(=O)C=1CC(OC(C1)=C)(C(F)(F)F)C1=CC(=CC=C1)F 2-(3-fluorophenyl)-6-methylene-2-(trifluoromethyl)-3,6-dihydro-2H-pyran-4-carboxylic acid methyl ester